ClC1=C(C(=O)NC2=C(C=C(C=C2)NC(OC(C)(C)C)=O)C)C=C(C=C1)NC(=O)[C@@H]1C([C@H]1C1=CC(=C(C=C1)Cl)Cl)(Cl)Cl tert-Butyl (4-(2-chloro-5-((1R,3R)-2,2-dichloro-3-(3,4-dichlorophenyl)cyclopropane-1-carboxamido)benzamido)-3-methylphenyl)carbamate